4-(2-{[(4aS,7aR)-1-methyl-octahydro-1H-cyclopenta[b]pyridin-4a-yl]methoxy}-8-fluoro-4-(1,4-oxazepan-4-yl)quinazolin-7-yl)-5-ethynyl-6-fluoronaphthalen-2-ol CN1[C@H]2[C@@](CCC1)(CCC2)COC2=NC1=C(C(=CC=C1C(=N2)N2CCOCCC2)C2=CC(=CC1=CC=C(C(=C21)C#C)F)O)F